N-[(2S)-1,1,1-trifluoropropan-2-yl]Pyrido[3,4-d]Pyrimidin-4-amine FC([C@H](C)NC=1C2=C(N=CN1)C=NC=C2)(F)F